2-ethoxy-N-((2-(4'-fluoro-2'-(4-methyl-4H-1,2,4-triazol-3-yl)-[1,1'-biphenyl]-3-yl)-7-methoxybenzo[d]oxazol-5-yl)methyl)ethan-1-amine C(C)OCCNCC=1C=C(C2=C(N=C(O2)C=2C=C(C=CC2)C2=C(C=C(C=C2)F)C2=NN=CN2C)C1)OC